ethyl 2-(2-fluoro-4-(4-hydroxy-3-isopropylbenzyl)-5-isopropylphenoxy)acetate FC1=C(OCC(=O)OCC)C=C(C(=C1)CC1=CC(=C(C=C1)O)C(C)C)C(C)C